3-FLUORO-5-METHYLPYRIDINE-4-BORONIC ACID FC=1C=NC=C(C1B(O)O)C